NC=1C=NC=C(N1)N1CCC2(CC1)C(CC1=CC=CC=C12)N 3-amino-5-(2-amino-2,3-dihydrospiro[indene-1,4'-piperidin]-1'-yl)pyrazin